(1,1-dioxo-2-phenyl-2,3-dihydro-1H-isothiazolo[4,5-b]pyridin-3-yl)acetic acid O=S1(N(C(C2=NC=CC=C21)CC(=O)O)C2=CC=CC=C2)=O